3-cyclobutene-1,2-dione C1(C(C=C1)=O)=O